Cl.Cl.ClC1=CC=C(S1)N1C(=NN=C1C1=NC=C(C=C1)OCC)C1CC(C1)N (1r,3r)-3-(4-(5-chlorothien-2-yl)-5-(5-ethoxypyridin-2-yl)-4H-1,2,4-triazol-3-yl)cyclobutan-1-amine dihydrochloride